N[C@H](C(=O)NCCCC[C@@H](C(=O)OC(C)(C)C)NC(=O)N[C@H](C(=O)OC(C)(C)C)CCC(=O)OC(C)(C)C)CC1=CC(=CC=C1)F di-tert-butyl (2S)-2-({[(2S)-6-{[(2S)-2-amino-3-(3-fluorophenyl)propanoyl]amino}-1-tert-butoxy-1-oxohexan-2-yl]carbamoyl}amino)pentanedioate